N'-((2R,3S,5R)-1-(5-fluoro-4-hydroxypyridin-2-yl)-2-((((CIS)-4-(3-fluorophenyl)cyclohexyl)oxy)methyl)-5-methylpyrrolidin-3-yl)-N,N-dimethyl-sulfamide FC=1C(=CC(=NC1)N1[C@H]([C@H](C[C@H]1C)NS(=O)(=O)N(C)C)CO[C@@H]1CC[C@@H](CC1)C1=CC(=CC=C1)F)O